1-(2-chlorophenyl)-2-(2-tetrazolyl)ethanone benzyl-(3,4-bis(benzyloxy)phenyl)-3-oxopropanoate C(C1=CC=CC=C1)C(C(=O)O)(C=O)C1=CC(=C(C=C1)OCC1=CC=CC=C1)OCC1=CC=CC=C1.ClC1=C(C=CC=C1)C(CN1N=CN=N1)=O